Cl.C(C)(C)OC(C(C1(CC=C(C=C1)N1CCC(CC1)C(C1=CC=CC=C1)(C1=CC=CC=C1)O)O)(C)C)=O 1-hydroxy-4-[4-(hydroxydiphenylmethyl)-1-piperidinyl]-α,α-dimethylbenzeneacetic acid isopropyl ester hydrochloride